CC1([C@H]2CN([C@@H]([C@@H]12)C(=O)O)C(=O)C1(CC1)C1=CC=C(C=C1)OC(F)(F)F)C (1R,2S,5S)-6,6-dimethyl-3-[1-[4-(trifluoromethoxy)phenyl]cyclopropanecarbonyl]-3-azabicyclo[3.1.0]hexane-2-carboxylic acid